CCCCOC(=O)COC(=O)C1=CC=CC=C1C(=O)OCCCC ButylPhthalylButylGlycolate